(R)-2-(3-((6-((4-(4-cyano-6-methylpyrimidin-2-yl)piperazin-1-yl)sulfonyl)pyridazin-3-yl)carbamoyl)morpholino)acetic acid C(#N)C1=NC(=NC(=C1)C)N1CCN(CC1)S(=O)(=O)C1=CC=C(N=N1)NC(=O)[C@H]1COCCN1CC(=O)O